(S)-1-(6-Oxo-5-(trifluoromethyl)-1,6-dihydropyridin-3-yl)propan-2-yl (2R,5S)-4-(5-cyclopropylpyrimidin-2-yl)-2,5-dimethylpiperazine-1-carboxylate C1(CC1)C=1C=NC(=NC1)N1C[C@H](N(C[C@@H]1C)C(=O)O[C@H](CC1=CNC(C(=C1)C(F)(F)F)=O)C)C